FC=1C=C(C=CC1F)NC(N([C@H]1CCCC=2NC(C=3CCCCC3C12)=O)C)=O (S)-3-(3,4-difluorophenyl)-1-methyl-1-(6-oxo-1,2,3,4,5,6,7,8,9,10-decahydrophenanthridin-1-yl)urea